O1C[C@@H](OC2=NC=CC=C21)C2=CC=C(CN(C)CCC1=NC=CC=C1)C=C2 N-{4-[(3S)-2,3-dihydro[1,4]dioxino[2,3-b]pyridin-3-yl]benzyl}-N-methyl-2-(pyridin-2-yl)ethylamine